(2S,3R,4R,5S)-N-(6-((R)-1,2-dihydroxyethyl)pyridin-3-yl)-3-(2-ethoxy-4-fluoro-3-methylphenyl)-4,5-dimethyl-5-(trifluoromethyl)tetrahydrofuran-2-carboxamide O[C@@H](CO)C1=CC=C(C=N1)NC(=O)[C@H]1O[C@@]([C@@H]([C@@H]1C1=C(C(=C(C=C1)F)C)OCC)C)(C(F)(F)F)C